n-valeric acid methyl ester CCCCC(=O)OC